(3-Phenylpyrrolidin-1-yl)(5-(2,4,5-trifluoro-3-hydroxyphenyl)-1,2,4-oxadiazol-3-yl)methanone C1(=CC=CC=C1)C1CN(CC1)C(=O)C1=NOC(=N1)C1=C(C(=C(C(=C1)F)F)O)F